C1(=CC(=CC=C1)CC1N(CC2(CC2)C1NS(=O)(=O)C)C(C(C)(F)F)=O)C1=CC=CC=C1 N-(6-([1,1'-biphenyl]-3-ylmethyl)-5-(2,2-difluoropropanoyl)-5-azaspiro[2.4]heptan-7-yl)methanesulfonamide